1-(indoline-1-carbonyl)azetidin-3-yl (1-(4-(2,6-dioxopiperidin-3-yl)-3,5-difluorophenyl)azetidin-3-yl)carbamate O=C1NC(CCC1C1=C(C=C(C=C1F)N1CC(C1)NC(OC1CN(C1)C(=O)N1CCC2=CC=CC=C12)=O)F)=O